6-methyl-5-nitroisoquinolin-1(2H)-one CC=1C(=C2C=CNC(C2=CC1)=O)[N+](=O)[O-]